ClC=1C(=NN(C1C(=O)O)C)C1=NC=CC=N1 4-chloro-1-methyl-3-(pyrimidin-2-yl)-1H-pyrazole-5-carboxylic acid